1-(4-bromo-2-methyl-phenyl)sulfonyl-3,7-dimethyl-indoline BrC1=CC(=C(C=C1)S(=O)(=O)N1CC(C2=CC=CC(=C12)C)C)C